N-(6-amino-5-methyl-3-pyridyl)-2-[(2R,5S)-2-[6-(difluoromethyl)-3-pyridyl]-5-methyl-1-piperidyl]-2-oxo-acetamide NC1=C(C=C(C=N1)NC(C(=O)N1[C@H](CC[C@@H](C1)C)C=1C=NC(=CC1)C(F)F)=O)C